(+-)-4-(5-cyclopentyl-3-(2-((2R)-2-hydroxy-7-azabicyclo[2.2.1]heptan-7-yl)acetyl)-2-methyl-1H-pyrrol-1-yl)benzonitrile C1(CCCC1)C1=CC(=C(N1C1=CC=C(C#N)C=C1)C)C(CN1C2[C@@H](CC1CC2)O)=O